ethyl N-acetyl-S-(6-isopropyl-3-methylcyclohex-2-en-1-yl)cysteinate C(C)(=O)N[C@@H](CSC1C=C(CCC1C(C)C)C)C(=O)OCC